[(propylamino)methyl]cyclopropane-1-carboxamide C(CC)NCC1(CC1)C(=O)N